N(C(=N)N)C1=C(C=C(C(=O)OC=2C=3N(C(=CC2)CC(=O)O)N=CN3)C=C1)OC 2-(8-(4-guanidino-3-methoxybenzoyloxy)-[1,2,4]triazolo[1,5-a]pyridin-5-yl)acetic acid